OC1=C(C=C(CC2=C(C=C(OCP(O)(O)=O)C=C2C)C)C=C1)C(C)C ((4-(4-hydroxy-3-isopropylbenzyl)-3,5-dimethylphenoxy)methyl)phosphonic acid